FC=1C(=C(C=CC1F)[C@H]1[C@@H](O[C@H]([C@H]1C)C(F)(F)F)C(=O)NC1=CC(=NC=C1)C(=O)N)OC 4-((2R,3S,4S,5R)-3-(3,4-difluoro-2-methoxyphenyl)-4-methyl-5-(trifluoromethyl)tetrahydrofuran-2-carboxamido)picolinamide